4-(1-ethoxyvinyl)-2,5-difluorobenzonitrile C(C)OC(=C)C1=CC(=C(C#N)C=C1F)F